2-(((benzyloxy)carbonyl)amino)-3,3-dicyclopropylpropanoic acid C(C1=CC=CC=C1)OC(=O)NC(C(=O)O)C(C1CC1)C1CC1